N-(3-(5-(2-chloro-4-methoxyphenyl)-1H-pyrrolo[2,3-b]pyridine-3-carbonyl)-2,6-difluorophenyl)-propane-1-sulfonamide ClC1=C(C=CC(=C1)OC)C=1C=C2C(=NC1)NC=C2C(=O)C=2C(=C(C(=CC2)F)NS(=O)(=O)CCC)F